copper norleucinate N[C@@H](CCCC)C(=O)[O-].[Cu+2].N[C@@H](CCCC)C(=O)[O-]